BrC=1C(=C2C(=NC1)NCC21CCC(CC1)N1N=CC(=C1)C)Cl (1r,4r)-5'-Bromo-4'-chloro-4-(4-methyl-1H-pyrazol-1-yl)-1',2'-dihydrospiro[cyclohexane-1,3'-pyrrolo[2,3-b]pyridine]